OCC1N(CCN(C1)C)C(=O)C1CC2(CC(C2)NC(=O)NCC2=CC=C(C=C2)OC)C1 1-(6-(2-(hydroxymethyl)-4-methylpiperazine-1-carbonyl)spiro[3.3]hept-2-yl)-3-(4-methoxybenzyl)urea